Methoxy-5-((3-(trifluoromethyl)benzyl)oxy)aniline hydrochloride Cl.CONC1=CC=CC(=C1)OCC1=CC(=CC=C1)C(F)(F)F